6-[3-[1-(azetidin-3-yl)pyrazol-4-yl]-4-(4-fluoro-2-methoxy-phenyl)-6,7-dihydro-5H-cyclopenta[c]pyridin-1-yl]-3,4-dihydro-1H-isoquinoline-2-carboxylic acid tert-butyl ester C(C)(C)(C)OC(=O)N1CC2=CC=C(C=C2CC1)C1=NC(=C(C2=C1CCC2)C2=C(C=C(C=C2)F)OC)C=2C=NN(C2)C2CNC2